C(#N)CC(=O)N1C[C@@H]([C@@H](CC1)C)N(C=1C2=C(N=CN1)N(C=C2)C(=O)OCCCCCCCCNC(=O)OC(C)(C)C)C 8-((tert-butoxycarbonyl)amino)octyl 4-(((3R,4R)-1-(2-cyanoacetyl)-4-methylpiperidin-3-yl)(methyl)amino)-7H-pyrrolo[2,3-d]pyrimidine-7-carboxylate